N[C@@H](CCCCN)C(=O)[O-].NC(CC)C=1NC=C[N+]1C 1-aminopropyl-3-methylimidazolium lysine salt